C(C(=C)C)(=O)OCCC[Si](OC)(OC)C 3-methacryloxypropyl-methyldimethoxysilane